4-(5-(ethylsulfonyl)-6-(2-(trifluoromethyl)pyrazolo[1,5-a]pyrimidin-5-yl)pyridin-2-yl)benzonitrile C(C)S(=O)(=O)C=1C=CC(=NC1C1=NC=2N(C=C1)N=C(C2)C(F)(F)F)C2=CC=C(C#N)C=C2